4-((4-(5-(4-chlorophenoxy)-2,2-dimethylpentanamido)cyclohexyl)oxy)benzoic acid ClC1=CC=C(OCCCC(C(=O)NC2CCC(CC2)OC2=CC=C(C(=O)O)C=C2)(C)C)C=C1